C(C)(C)(C)OC(NC1CC(C1)=O)=O (3-Oxocyclobutyl)carbamic acid tert-butyl ester